C1N(CCC2=CC=CC=C12)C[C@H](CN1CCOC2=C(C1=O)C=CC(=C2)OC2CN(CCC2)C)O 4-[(2R)-3-(3,4-dihydro-1H-isoquinolin-2-yl)-2-hydroxypropyl]-8-[(1-methyl-3-piperidyl)oxy]-2,3-dihydro-1,4-benzoxazepin-5-one